C(C1=CC=CC=C1)N1CC(OCC1)C(CC(C)(C)C)OS(=O)(=O)C1=CC=C(C=C1)C 4-methylbenzenesulfonic acid 1-(4-benzylmorpholin-2-yl)-3,3-dimethylbutyl ester